N-(4-(4-amino-5-(3-fluoro-4-((2-methylpyrimidin-4-yl)oxy)phenyl)pyrazolo[5,1-f][1,2,4]triazin-6-yl)phenyl)acrylamide NC1=NC=NN2C1=C(C(=N2)C2=CC=C(C=C2)NC(C=C)=O)C2=CC(=C(C=C2)OC2=NC(=NC=C2)C)F